2-(benzyloxy)-5-(pyridin-2-yl)pyrazine C(C1=CC=CC=C1)OC1=NC=C(N=C1)C1=NC=CC=C1